N-(4-chloro-3-(trifluoromethyl)phenyl)-2-phenyl-6,7,8,9-tetrahydro-5H-5,8-epiminocyclohepta[d]pyrimidine-10-carboxamide ClC1=C(C=C(C=C1)NC(=O)N1C2CCC1CC=1N=C(N=CC12)C1=CC=CC=C1)C(F)(F)F